CN1CCN[C@H]2[C@](C1)(CCC2)C (5aS,8aR)-4,5a-dimethyldecahydrocyclopenta[e][1,4]diazepine